[Si](C)(C)(C(C)(C)C)OCC(CO)N(CC1=CC=CC=C1)CC1=CC=CC=C1 3-[tert-butyl(dimethyl)silyl]oxy-2-(dibenzylamino)propan-1-ol